CC1=CC2=CC=CC=C2C=C1 R-2-methylnaphthalene